OC(C(=O)[O-])CC(C)C Hydroxyisocaproat